ClC1=C(C(=O)N[C@@H]2CN(C[C@@H]2F)C(=O)C2(CCC2)O)C=CC(=C1)F 2-chloro-4-fluoro-N-[(3R,4S)-4-fluoro-1-(1-hydroxycyclobutanecarbonyl)pyrrolidin-3-yl]benzamide